NC1=NC2=CC(=CC=C2C=C1Cl)CCC=1[C@H]([C@H]([C@@H](C1)N1C=CC2=C1N=CN=C2N)O)O (1s,2r,5r)-3-(2-(2-amino-3-chloroquinolin-7-yl)ethyl)-5-(4-amino-7H-pyrrolo[2,3-d]pyrimidin-7-yl)cyclopent-3-ene-1,2-diol